3-((3-chloro-1-methyl-1H-indazol-5-yl)methoxy)-6-methylpicolinaldehyde ClC1=NN(C2=CC=C(C=C12)COC=1C(=NC(=CC1)C)C=O)C